6-chloro-N-[2-(4-chlorophenyl)-2,2-difluoro-ethyl]-3-[3-(trifluoromethyl)phenoxy]pyridazine-4-carboxamide ClC1=CC(=C(N=N1)OC1=CC(=CC=C1)C(F)(F)F)C(=O)NCC(F)(F)C1=CC=C(C=C1)Cl